rac-N-((1R,2R)-2-((tert-butyldimethylsilyl)oxy)cyclohexyl)-3-chloro-4-fluoroaniline [Si](C)(C)(C(C)(C)C)O[C@H]1[C@@H](CCCC1)NC1=CC(=C(C=C1)F)Cl |r|